{3-[(3S,4S)-4-amino-3-methyl-2-oxa-8-azaspiro[4.5]decan-8-yl]-6-({3-chloro-2-[(oxetan-3-yl)amino]pyridin-4-yl}sulfanyl)-5-methylpyrazin-2-yl}methanol N[C@@H]1[C@@H](OCC12CCN(CC2)C=2C(=NC(=C(N2)C)SC2=C(C(=NC=C2)NC2COC2)Cl)CO)C